ClC1=CSC2=C1NC(=C2)C(=O)O 3-chloro-4H-thieno[3,2-b]pyrrole-5-carboxylic acid